BrC1=C(C=C(C=C1)Cl)C(C)=O 1-(2-Bromo-5-chlorophenyl)ethan-1-one